(R)-3-(4-fluorophenyl)-N-(5-((3-((1-hydroxy-propan-2-yl)amino)-1H-pyrazolo[3,4-b]pyridin-4-yl)oxy)pyridin-2-yl)-1-isopropyl-2,4-dioxo-1,2,3,4-tetrahydro-pyrimidine-5-carboxamide FC1=CC=C(C=C1)N1C(N(C=C(C1=O)C(=O)NC1=NC=C(C=C1)OC1=C2C(=NC=C1)NN=C2N[C@@H](CO)C)C(C)C)=O